C1(CCCCC1)N(C(CCN1C(=NC2=C1C=CC=C2)C2=CC=C(C(=O)OC)C=C2)=O)CC methyl 4-(1-{3-[cyclohexyl(ethyl)amino]-3-oxopropyl}-1H-benzimidazol-2-yl)benzoate